C1(=CC=CC2=CC=CC=C12)CC(C#N)C1=CC=CC=C1 3-(naphthalen-1-yl)-2-phenylpropionitrile